N-(aminohexanyl)-4-hydroxy-prolyl alcohol NCCCCCCN1[C@@H](CC(C1)O)C(=O)O